2-[(1R*,2S)-2-(4-chlorophenyl)-2-hydroxy-1-(pyridazin-3-yl)ethyl]-6-[5-(difluoromethyl)-1,3,4-oxadiazol-2-yl]-2,3-dihydro-1H-isoindol-1-one ClC1=CC=C(C=C1)[C@@H]([C@@H](C=1N=NC=CC1)N1C(C2=CC(=CC=C2C1)C=1OC(=NN1)C(F)F)=O)O |o1:8|